4-(3-cyclopropyl-1-((1-methyl-2-oxabicyclo[2.1.1]hexan-4-yl)methyl)-4-(trifluoromethyl)-1H-pyrazole-5-carboxamido)picolinamide C1(CC1)C1=NN(C(=C1C(F)(F)F)C(=O)NC1=CC(=NC=C1)C(=O)N)CC12COC(C1)(C2)C